L-glutamine N[C@@H](CCC(N)=O)C(=O)O